FC=1C=C(C2=C(OCCO2)C1)NC1=NC=2N(C(=C1)NC)N=CC2C(=O)N2OCCC2 (5-((7-Fluoro-2,3-dihydrobenzo[b][1,4]dioxin-5-yl)amino)-7-(methylamino)pyrazolo[1,5-a]pyrimidin-3-yl)(isoxazolidin-2-yl)methanone